Ethynyl-Nitrosourea C(#C)N(C(=O)N)N=O